4,4''-Dichloro-2'-(S-methylsulfonimidoyl)-1,1':3',1''-terphenyl ClC1=CC=C(C=C1)C1=C(C(=CC=C1)C1=CC=C(C=C1)Cl)S(=O)(=N)C